1-(((8-((1,3-Bis(((Z)-octadec-9-enoyl)oxy)propan-2-yl)oxy)-8-oxooctanoyl)oxy)methyl)-5-(4-(hexyloxy)-1,2,5-thiadiazol-3-yl)-1-methyl-1,2,3,6-tetrahydropyridin-1-ium iodide [I-].C(CCCCCCC\C=C/CCCCCCCC)(=O)OCC(COC(CCCCCCC\C=C/CCCCCCCC)=O)OC(CCCCCCC(=O)OC[N+]1(CCC=C(C1)C1=NSN=C1OCCCCCC)C)=O